BrC1=C(C(=C(C(=C1CCCCCCCCCCBr)C)O)OC)OC 4-bromo-5-(10-bromodecyl)-2,3-dimethoxy-6-methyl-phenol